1-(4-nitrobenzyl)piperazine tert-butyl-4-[5-(2-methoxyethyl)-1-[4-(trifluoromethoxy)phenyl]pyrazol-3-yl]piperazine-1-carboxylate C(C)(C)(C)OC(=O)N1CCN(CC1)C1=NN(C(=C1)CCOC)C1=CC=C(C=C1)OC(F)(F)F.[N+](=O)([O-])C1=CC=C(CN2CCNCC2)C=C1